CN(CCCN(C)C)C 1,3-bis(dimethylamino)propane